3-methoxy-N-(o-tolyl)benzamide COC=1C=C(C(=O)NC2=C(C=CC=C2)C)C=CC1